Nitrosonium Hexafluorophosphate F[P-](F)(F)(F)(F)F.N#[O+]